1,4,7,10-tetraazacyclododecane-1-pentanedioic acid N1(CCNCCNCCNCC1)C(CCC(=O)O)C(=O)O